C[C@@H]1OC[C@@H](NC1)C=1C=CC=2N(C1)C=C(N2)CNC(OC(C)(C)C)=O |r| tert-butyl N-[[6-[rac-(3S,6S)-6-methylmorpholin-3-yl]imidazo[1,2-a]pyridin-2-yl] methyl]carbamate